4-ethoxy-[1,3]thiazolo[5,4-c]pyridin C(C)OC1=NC=CC2=C1SC=N2